2,4-dichloro-5-fluoro-1,3-diethyl-benzene ClC1=C(C=C(C(=C1CC)Cl)F)CC